Cl.CC[C@H](NC1CCCCC1)C(=O)O (2S,3S)-β-methylcyclohexylalanine hydrochloride